FC(F)[SiH2]CC[SiH2]C(F)F (difluoromethyl)({2-[(difluoromethyl)silyl]ethyl})silane